OC1(CC1)C=1C=CC2=C(OC[C@@H](C(N2C)=O)NC(C2=CC=CC=C2)(C2=CC=CC=C2)C2=CC=CC=C2)C1 (S)-8-(1-hydroxycyclopropyl)-5-methyl-3-(tritylamino)-2,3-dihydrobenzo[b][1,4]oxazepine-4(5H)-one